CC1=C(C(NN=C1CN1CC(OCC1)C(=O)N1CCN(CC1)C1=NC=C(C=N1)C(F)(F)F)=O)C(F)(F)F 5-methyl-4-(trifluoromethyl)-6-((2-(4-(5-(trifluoromethyl)pyrimidin-2-yl)piperazine-1-carbonyl)morpholino)methyl)pyridazin-3(2H)-one